4-(1,4-dimethyl-1H-pyrazol-5-yl)-5-fluoro-2-(piperazin-1-yl)pyrimidine CN1N=CC(=C1C1=NC(=NC=C1F)N1CCNCC1)C